C(C1=CC=CC=C1)N1N=C(N=C1)Cl 1-benzyl-3-chloro-1,2,4-triazole